CN(C(=S)SSC(=S)N(C1=CC=NC=C1)C)C1=CC=NC=C1 N,N'-dimethyl-N,N'-di(4-pyridinyl)thiuram disulfide